(E)-4-(2-(quinolin-8-ylcarbamoyl)phenyl)penta-2,4-dienoic acid tert-butyl ester C(C)(C)(C)OC(\C=C\C(=C)C1=C(C=CC=C1)C(NC=1C=CC=C2C=CC=NC12)=O)=O